CC(C(C)NC1=C(C=CC=C1)NC1=CC=CC=C1)NC1=CC=C(C=C1)NC1=CC=CC=C1 (1-methyl-2-{[(phenylamino)phenyl]amino}propyl)[4-(phenylamino)phenyl]amine